5-chloro-2-fluoro-3-((1-((6-formyl-2-methoxypyridin-3-yl)methyl)-6-oxo-4-(1,1,2,2-tetrafluoroethyl)-1,6-dihydropyrimidin-5-yl)oxy)benzonitrile ClC=1C=C(C(=C(C#N)C1)F)OC1=C(N=CN(C1=O)CC=1C(=NC(=CC1)C=O)OC)C(C(F)F)(F)F